NC1=NC=C(C2=C1C=NN2COCC[Si](C)(C)C)NC(C(N2[C@H](CC[C@@H](C2)C)C=2C=C1C=NN(C1=CC2)CC)=O)=O |r| N-[4-amino-1-(2-trimethylsilylethoxymethyl)pyrazolo[4,3-c]pyridin-7-yl]-2-oxo-2-[rac-(2R,5S)-2-(1-ethylindazol-5-yl)-5-methyl-1-piperidyl]acetamide